6-(2-chloro-4-methylphenyl)-2-(phenylamino)-1H-benzo[d]imidazole-4-carboxylic acid methyl ester COC(=O)C1=CC(=CC=2NC(=NC21)NC2=CC=CC=C2)C2=C(C=C(C=C2)C)Cl